tert-butyl 4-((5-methoxy-7-methyl-1-tosyl-1H-indol-4-yl)methyl)-3-(4-(methoxycarbonyl)phenyl)piperazine-1-carboxylate COC=1C(=C2C=CN(C2=C(C1)C)S(=O)(=O)C1=CC=C(C)C=C1)CN1C(CN(CC1)C(=O)OC(C)(C)C)C1=CC=C(C=C1)C(=O)OC